FC(COC1=NC=CC(=C1)CNC(N)=O)(F)F 3-((2-(2,2,2-trifluoroethoxy)pyridin-4-yl)methyl)urea